3-(3-([1,1'-biphenyl]-3-yl)acryloyl)-4-isopropyl-oxazolidin-2-one C1(=CC(=CC=C1)C=CC(=O)N1C(OCC1C(C)C)=O)C1=CC=CC=C1